(5-amino-2-(2-bromobenzyl)-[1,2,4]triazolo[1,5-c]pyrimidin-7-yl)benzonitrile NC1=NC(=CC=2N1N=C(N2)CC2=C(C=CC=C2)Br)C2=C(C#N)C=CC=C2